N-(2,6-Dimethyl-4-morpholin-4-yl-phenyl)-3,3-dimethyl-butyramide CC1=C(C(=CC(=C1)N1CCOCC1)C)NC(CC(C)(C)C)=O